4-Aminobutyric acid methyl ester, hydrochloride Cl.COC(CCCN)=O